boric acid trisec-butyl ester C(C)(CC)OB(OC(C)CC)OC(C)CC